ketogalactose O=C[C@H](O)[C@@H](O)[C@@H](O)[C@H](O)CO